Butyl 3-(3-(2-(((tert-butyldimethylsilyl)oxy)methyl)pyridin-4-yl)-2-methylpyrazolo[1,5-a]pyrimidin-7-yl)piperidine-1-carboxylate [Si](C)(C)(C(C)(C)C)OCC1=NC=CC(=C1)C=1C(=NN2C1N=CC=C2C2CN(CCC2)C(=O)OCCCC)C